N(CCC=1C=C(C=CC1)CC(C(=O)O)C1CNCC1)(CCC=1C=C(C=CC1)CC(C(=O)O)C1CNCC1)CCC=1C=C(C=CC1)CC(C(=O)O)C1CNCC1 3,3',3''-((nitrilotris(ethane-2,1-diyl))tris(benzene-3,1-diyl))tris(2-(pyrrolidin-3-yl)propanoic acid)